3-(3,4-difluoro-2-methoxyphenoxy)-5,6-dimethyl-N-(3-(S-methylsulfonimidoyl)phenyl)pyridazine-4-carboxamide FC=1C(=C(OC=2N=NC(=C(C2C(=O)NC2=CC(=CC=C2)S(=O)(=N)C)C)C)C=CC1F)OC